ClC=1C=C2C(=CC1Cl)N(C([C@]21CNCC1)=O)C(=O)C1CN(CC1O)C(=O)OC(C)(C)C tert-butyl 3-[[(3S)-5,6-dichloro-2-oxo-1H-spiro[indole-3,3-pyrrolidin]-1-yl]carbonyl]-4-hydroxypyrrolidine-1-carboxylate